C(C)C1(CN(C1)C=1OC(=C(N1)C(=O)OCC)CC)CC ethyl 2-(3,3-diethyl azetidin-1-yl)-5-ethyl-oxazole-4-carboxylate